(4-(pyridin-2-yl)-2-((4-(trifluoromethyl)pyridin-2-yl)amino)thiazol-5-yl)(pyrrolidin-1-yl)methanone N1=C(C=CC=C1)C=1N=C(SC1C(=O)N1CCCC1)NC1=NC=CC(=C1)C(F)(F)F